1-[(1-benzyl-4-hydroxypiperidin-4-yl)-methyl]-pyridin-2(1H)-one C(C1=CC=CC=C1)N1CCC(CC1)(O)CN1C(C=CC=C1)=O